CN(C(=O)OC)[C@@H]1C(=NN(C1)C(=O)N[C@H](C)C=1C=NC(=CC1)C(F)(F)F)C1=CC=C(C=C1)OC (S)-4-(N-methyl-N-methoxycarbonylamino)-3-(4-methoxyphenyl)-N-((R)-1-(6-(trifluoromethyl)pyridin-3-yl)ethyl)-4,5-dihydro-1H-pyrazol-1-carboxamide